2-azido-5-(4-benzamidopyrrolo[2,1-f][1,2,4]triazin-7-yl)-5-cyano-2-((2,2,2-trifluoroacetoxy)methyl)tetrahydrofuran-3,4-diyl dibenzoate C(C1=CC=CC=C1)(=O)OC1C(OC(C1OC(C1=CC=CC=C1)=O)(C#N)C1=CC=C2C(=NC=NN21)NC(C2=CC=CC=C2)=O)(COC(C(F)(F)F)=O)N=[N+]=[N-]